4-((2R,5S)-5-((4-Cyanophenoxy)methyl)-2-((S)-2,2,2-trifluoro-1-hydroxyethyl)oxazolidin-3-yl)-2-(trifluoromethyl)benzonitril C(#N)C1=CC=C(OC[C@@H]2CN([C@H](O2)[C@@H](C(F)(F)F)O)C2=CC(=C(C#N)C=C2)C(F)(F)F)C=C1